(1s,3R,4s,5S,7s)-4-(2-(6-(2,6-dichloro-4-(trifluoromethyl)phenyl)-4-methyl-1,1-dioxido-1,2,6-thiadiazinan-2-yl)acetamido)adamantane-1-carboxamide ClC1=C(C(=CC(=C1)C(F)(F)F)Cl)N1CC(CN(S1(=O)=O)CC(=O)NC1[C@H]2CC3(CC(C[C@H]1C3)C2)C(=O)N)C